2-((1R,5S,6R)-3-(3-cyano-2-((S)-2-methylazetidin-1-yl)-6-(trifluoromethyl)pyridin-4-yl)-3-azabicyclo[3.1.0]hexan-6-yl)acetic acid C(#N)C=1C(=NC(=CC1N1C[C@@H]2C([C@@H]2C1)CC(=O)O)C(F)(F)F)N1[C@H](CC1)C